2-(4-(3,5-dichloro-4-hydroxyphenyl)-3-methyl-2-oxo-6-(trifluoromethyl)-2,3-dihydro-1H-benzo[d]imidazol-1-yl)-N-(4-fluorophenyl)acetamide ClC=1C=C(C=C(C1O)Cl)C1=CC(=CC=2N(C(N(C21)C)=O)CC(=O)NC2=CC=C(C=C2)F)C(F)(F)F